FC12CC(C1)(C2)CNCC=2C=CC=1N(C2)C=C(N1)CNC(C1=CN=CC(=C1)N1CCCC1)=O N-((6-((((3-fluorobicyclo[1.1.1]pentan-1-yl)methyl)amino)methyl)imidazo[1,2-a]pyridin-2-yl)methyl)-5-(pyrrolidine-1-yl)nicotinamide